N-(3-chloro-2-fluorophenyl)-3-(4-(4-((2,4-dimethoxybenzyl)amino)thieno[3,2-d]pyrimidin-7-yl)-1H-1,2,3-triazol-1-yl)-4-methylbenzamide ClC=1C(=C(C=CC1)NC(C1=CC(=C(C=C1)C)N1N=NC(=C1)C1=CSC2=C1N=CN=C2NCC2=C(C=C(C=C2)OC)OC)=O)F